2-(6-{5-chloro-2-[(oxan-4-yl)amino]pyrimidin-4-yl}-1-oxo-2,3-dihydro-1H-isoindol-2-yl)-N-[(1S)-1-(3-fluoro-5-methylphenyl)-2-hydroxyethyl]acetamide ClC=1C(=NC(=NC1)NC1CCOCC1)C1=CC=C2CN(C(C2=C1)=O)CC(=O)N[C@H](CO)C1=CC(=CC(=C1)C)F